C(CCCCCCCCCCC)(=O)OCCC1=CC=C(C=C1)OCC1=CC=CC=C1 4-benzyloxyphenylethyl dodecanoate